methyl 5-(4-isopropyl-5,5-dimethyl-4,5-dihydro-1,2,4-oxadiazol-3-yl)-2-methoxybenzoate C(C)(C)N1C(=NOC1(C)C)C=1C=CC(=C(C(=O)OC)C1)OC